C1(=CC=CC=C1)CC(=O)N(C(C)C)C(C)C 2-(phenyl)-N,N-diisopropylacetamide